tri-tungsten copper [Cu].[W].[W].[W]